C12N(CC(NC1)C2)C2=C(C1=CN(C=C1C=C2F)C2C(NC(CC2)=O)=O)F 5-(2,5-diazabicyclo[2.2.1]heptan-2-yl)-2-(2,6-dioxopiperidin-3-yl)-4,6-difluoroisoindol